[Si](C)(C)(C(C)(C)C)O[C@H]1CN(CC1)C1=C(C=C(C=C1)S(=O)(=O)N(CC(=O)N1CCOCC1)C)C#C[Si](C)(C)C (R)-4-(3-((tert-butyldimethylsilyl)oxy)pyrrolidin-1-yl)-N-methyl-N-(2-morpholino-2-oxoethyl)-3-((trimethylsilyl)ethynyl)benzenesulfonamide